C1(CC1)CN1CCCCC1 (cyclopropylmethyl)piperidin